2,3,5-trimethyl-1H-pyrrole CC=1NC(=CC1C)C